4-(butoxycarbonyl)-2-((4,7,10-tris(carboxymethyl)-1,4,7,10-tetraazacyclododecan-1-yl)methyl)pyridine 1-oxide C(CCC)OC(=O)C1=CC(=[N+](C=C1)[O-])CN1CCN(CCN(CCN(CC1)CC(=O)O)CC(=O)O)CC(=O)O